N-(2H3)methyl-2-{4-[4-({2-[(2H3)methyloxy](2H4)ethyl}oxy)phenyl](2H8)piperazin-1-yl}(2H4)ethanamine C(NC(C(N1C(C(N(C(C1([2H])[2H])([2H])[2H])C1=CC=C(C=C1)OC(C(OC([2H])([2H])[2H])([2H])[2H])([2H])[2H])([2H])[2H])([2H])[2H])([2H])[2H])([2H])[2H])([2H])([2H])[2H]